C(C)[C@H]1[C@H](N(CC1)C(NC1=CC=C(C=C1)C(C)C)=O)C(=O)NC1=CC=C(C=C1)C1=CC=C(C=C1)C(=O)O 4'-{[(3R)-3-ethyl-1-{[4-(propan-2-yl)phenyl]carbamoyl}-L-prolyl]amino}[1,1'-biphenyl]-4-carboxylic acid